C(C1=CC=CC=C1)OC=1N(C(=C(N1)Br)Br)C (Benzyloxy)-4,5-dibromo-1-methyl-1H-imidazole